C(C)OC1=CC(=NC2=CC=C(C=C12)C1OCC1C(=O)N)C1=CN=C(S1)OC (4-ethoxy-2-(2-methoxythiazol-5-yl)quinolin-6-yl)oxetane-3-carboxamide